2-chloro-N-((3-hydroxy-5-(hydroxymethyl)-2-methylpyridin-4-yl)methyl)acetamide ClCC(=O)NCC1=C(C(=NC=C1CO)C)O